5-fluoro-8-(4-fluorophenyl)-9-(3,5-dimethyl-1H-1,2,4-triazol-1-yl)-8,9-dihydro-2H-pyrido[4,3,2-de]phthalazin-3(7H)-one-7-carboxylic acid tert-butyl ester C(C)(C)(C)OC(=O)N1C(C(C2=NNC(C=3C=C(C=C1C23)F)=O)N2N=C(N=C2C)C)C2=CC=C(C=C2)F